(S)-3-((S)-2-Amino-3-oxo-4-((2-(trifluoromethyl)pyrimidin-4-yl)oxy)butyl)pyrrolidin-2-one hydrochloride Cl.N[C@@H](C[C@H]1C(NCC1)=O)C(COC1=NC(=NC=C1)C(F)(F)F)=O